butyl 3-((2-methylfuran-3-yl)thio)propanoate CC=1OC=CC1SCCC(=O)OCCCC